[Br-].C(CCC)C1=C([N+](=C(N1)CCCC)C)CCCC tributyl-3-methylimidazolium bromide